FC(COC(=O)N1CCC2([C@@H]([C@@H](C2)[C@@H]2N3C(C=4C=CC=CC24)=CN=C3)O)CC1)F 2,2-Difluoroethyl-(2S,3R)-3-hydroxy-2-[(5S)-5H-imidazo[1,5-b]isoindol-5-yl]-7-azaspiro[3.5]-nonan-7-carboxylat